5-(2-(Hydroxyethyl)pyridin-2-yl)piperazine-1-carboxylic acid tert-butyl ester C(C)(C)(C)OC(=O)N1CCNC(C1)C1(NC=CC=C1)CCO